BrC1=CC(=C(C(=C1)C(F)(F)F)N1C[C@@H](CC1)NC(OC(C)(C)C)=O)C(=O)N1CCOCC1 (R)-tert-butyl (1-(4-bromo-2-(morpholine-4-carbonyl)-6-(trifluoromethyl)phenyl)pyrrolidin-3-yl)carbamate